COC(CNC(=O)C1=CN=C2N1C=C(C=C2)N2C(=NC1=C2CCC1)C1=NC(=CC=C1)C)=O (6-(2-(6-methylpyridin-2-yl)-5,6-dihydrocyclopenta[d]imidazol-1(4H)-yl)imidazo[1,2-a]pyridine-3-carbonyl)glycine methyl ester